(5-(2-((6-(4-methylpiperazin-1-yl)pyridin-3-yl)amino)-7H-pyrrolo[2,3-d]pyrimidin-5-yl)pyrazolo[1,5-a]pyridin-3-yl)(piperidin-1-yl)methanone CN1CCN(CC1)C1=CC=C(C=N1)NC=1N=CC2=C(N1)NC=C2C2=CC=1N(C=C2)N=CC1C(=O)N1CCCCC1